CC(=CCC1=C2C(=C(C3=C1O[C@@]45[C@H]6C[C@@H](C=C4C3=O)C(=O)[C@@]5(OC6(C)C)C/C=C(/C)\\C=O)O)C=CC(O2)(C)C)C The molecule is an organic heterohexacyclic compound that is the major chromenoxanthone pigment present in Garcinia morella Desr.seed coat extract. It has a role as an antineoplastic agent. It is an organic heterohexacyclic compound, a polycyclic cage, a member of phenols, a cyclic ether, a cyclic ketone and an aldehyde.